S(=O)(=O)([O-])[O-].[Na+].[Na+].CC1=CC=C(C=C1)C1=CC=CC2=C(C3=CC=CC=C3C(=C12)C1=CC2=CC=CC=C2C=C1)C1=CC2=CC=CC=C2C=C1 (4-methylphenyl)-9,10-di-(2-naphthyl)anthracene disodium sulfate salt